4-(1,2-dimethyl-1H-imidazol-5-yl)-2-((3-methoxypropyl)sulfinyl)-6-(thiazol-2-yl)thieno[2,3-b]pyridin-3-amine CN1C(=NC=C1C1=C2C(=NC(=C1)C=1SC=CN1)SC(=C2N)S(=O)CCCOC)C